COC(CCCCCCCC=CCC(CCCCCC)OC1=CC=C(C=C1)CCC(C)=O)=O 12-(4-(3-oxobutyl)phenoxy)octadec-9-enoic acid methyl ester